F[P-](F)(F)(F)(F)F.N1C(=CC=C1)C(=O)P pyrroylphosphine hexafluorophosphate